tert-butyl 3-((trimethylsilyl)ethynyl)azetidine-1-carboxylate C[Si](C)(C)C#CC1CN(C1)C(=O)OC(C)(C)C